C(C=C)(=O)N1CC(C1)N1C=C(C2=CC(=CC=C12)C1=C2C=NNC2=CC=C1C)C#N 1-(1-acryloylazetidin-3-yl)-5-(5-methyl-1H-indazol-4-yl)-1H-indole-3-carbonitrile